The molecule is a branched amino hexasaccharide consisting of the linear sequence alpha-L-Fuc-(1->2)-beta-D-Gal-(1->3)-beta-D-GalNAc-(1->4)-beta-D-Gal-(1->4)-D-Glc having a Neu5Ac residue attached to the inner galactose via an alpha-(2->3) linkage. It has a role as an epitope. It is an amino hexasaccharide and a galactosamine oligosaccharide. C[C@H]1[C@H]([C@H]([C@@H]([C@@H](O1)O[C@@H]2[C@H]([C@H]([C@H](O[C@H]2O[C@@H]3[C@H]([C@@H](O[C@@H]([C@@H]3O)CO)O[C@H]4[C@H](O[C@H]([C@@H]([C@H]4O[C@@]5(C[C@@H]([C@H]([C@@H](O5)[C@@H]([C@@H](CO)O)O)NC(=O)C)O)C(=O)O)O)O[C@@H]6[C@H](O[C@H]([C@@H]([C@H]6O)O)O)CO)CO)NC(=O)C)CO)O)O)O)O)O